BrC1=C(SC(=C1)Br)C 3,5-dibromo-2-methylthiophene